C(#C)C=1C=C(C=CC1)NC1=NC=NC2=CC(=C(C=C12)F)F (s)-4-[(3-ethynylphenyl)amino]-6,7-difluoroquinazoline